ditert-butyl (2S,4R)-4-[(3-methyl-2-oxo-1H-benzimidazol-5-yl)oxy]pyrrolidine-1,2-dicarboxylate CN1C(NC2=C1C=C(C=C2)O[C@@H]2C[C@H](N(C2)C(=O)OC(C)(C)C)C(=O)OC(C)(C)C)=O